C(=O)C1=C(OCC2=CC=C(C(=O)OC3=CC=CC4=CC=CC=C34)C=C2)C=CC=C1 naphthalen-1-yl 4-((2-formylphenoxy)methyl)benzoate